2-isopropyl-5-[rac-(3S)-3-methyl-2,3,4,5-tetrahydropyridin-6-yl]indazole C(C)(C)N1N=C2C=CC(=CC2=C1)C=1CC[C@@H](CN1)C |r|